CC1(CCC(CC1)=CCC1OCCO1)C 2-(2-(4,4-dimethylcyclohexylidene)ethyl)-1,3-dioxolane